C(C)C(C#C)(CC(CC)C)O 3-ethyl-5-methyl-1-heptyn-3-ol